NC1=NC=NN2C1=C(C=C2C=2C=C(C(=NC2)OC)C(=O)N[C@@H]2CN(C[C@@H]2F)C(=O)OC(C)CC(F)(F)F)CN2CCC(CC2)(F)F 4,4,4-trifluorobutan-2-yl (3R,4S)-3-(5-{4-amino-5-[(4,4-difluoropiperidin-1-yl)methyl]pyrrolo[2,1-f][1,2,4]triazin-7-yl}-2-methoxypyridine-3-amido)-4-fluoropyrrolidine-1-carboxylate